CC(C(=O)OC(C)(C)C)(C)OCC(=C)C tert-butyl 2-methyl-2-((2-methylallyl)oxy)propanoate